ethyl 4-(3-hydroxy-1-(pyridin-2-yl)propyl)-6-methyl-7-oxo-6,7-dihydro-1H-pyrrolo[2,3-c]pyridin-2-carboxylate OCCC(C1=NC=CC=C1)C=1C2=C(C(N(C1)C)=O)NC(=C2)C(=O)OCC